C1(=CC=CC=C1)C(C(=O)N[C@H](CCCNC(N)=N)C(=O)N[C@H](C)C1=CC=C(C=C1)O)C1=CC=CC=C1 (R)-N2-(diphenylacetyl)-(R)-N-[1-(4-hydroxy-phenyl)ethyl]arginine amide